(R)-6-chloro-3-((1-(2-(1-(2-methoxyphenyl)-4,6-dihydropyrrolo[3,4-c]pyrazol-5(1H)-yl)-3,6-dimethyl-4-oxo-3,4-dihydroquinazolin-8-yl)ethyl)amino)-N-(methylsulfonyl)picolinamide ClC1=CC=C(C(=N1)C(=O)NS(=O)(=O)C)N[C@H](C)C=1C=C(C=C2C(N(C(=NC12)N1CC=2N(N=CC2C1)C1=C(C=CC=C1)OC)C)=O)C